CN(C(C1=CN=C(C=C1)C(NC(NC1=NC=CC=C1C)=S)=N)=O)C N,N-Dimethyl-6-(N-((3-methylpyridin-2-yl)carbamothioyl)carbamimidoyl)-nicotinamide